[Mg].CPCCC methyl-n-propylphosphine Magnesium